tert-butyl 3-(4-(4-(4-(4-amino-2-fluorophenyl)-3-cyanopyrazolo[1,5-a]pyridin-6-yl)-1H-pyrazol-1-yl)piperidine-1-carbonyl)azetidine-1-carboxylate NC1=CC(=C(C=C1)C=1C=2N(C=C(C1)C=1C=NN(C1)C1CCN(CC1)C(=O)C1CN(C1)C(=O)OC(C)(C)C)N=CC2C#N)F